di-methyl-hypophosphorous acid CP(=O)(O)C